CC1=NC(=CC=C1N1N=NC(=C1)C(=O)NCC1=CC(=NO1)C1=CC=NC=C1)C 1-(2,6-dimethylpyridin-3-yl)-N-((3-(pyridin-4-yl)isoxazol-5-yl)methyl)-1H-1,2,3-triazole-4-carboxamide